NC1=C(C2=C(S1)C(=CC=C2C2=C(C=C1C(=NC(=NC1=C2F)OC[C@]21CCCN1C[C@@H](C2)F)N2CC(CCCC2)(C)O)Cl)F)C#N 2-Amino-4-(6-chloro-8-fluoro-2-(((2R,7aS)-2-fluorotetrahydro-1H-pyrrolizin-7a(5H)-yl)methoxy)-4-(3-hydroxy-3-methylazepan-1-yl)quinazolin-7-yl)-7-fluorobenzo[b]thiophene-3-carbonitrile